C1(=CC=C(C=C1)C1=C2C(=NO1)C=CC(=C2)C=CC(=O)O)C2=CC=CC=C2 3-(3-([1,1'-biphenyl]-4-yl)benzo[c]isoxazol-5-yl)acrylic acid